benzyl (3R,5S)-3-[tert-butoxycarbonyl(methyl)amino]-5-(trifluoromethyl)piperidine-1-carboxylate C(C)(C)(C)OC(=O)N([C@H]1CN(C[C@H](C1)C(F)(F)F)C(=O)OCC1=CC=CC=C1)C